FC1=C(C(=O)OC2CN(C2)C=2N=C(C3=C(N2)CC[S+]3[O-])N(C3CCOCC3)C)C=CC=C1 [1-[4-[methyl(tetra-hydropyran-4-yl)amino]-5-oxido-6,7-dihydro-thieno[3,2-d]pyrimidin-5-ium-2-yl]azetidin-3-yl] 2-fluorobenzoate